(S)-3-(3,4-dichlorobenzyl)-8-(1-ethyl-3-(trifluoromethyl)-1H-pyrazol-4-yl)-6-((2-imino-3-methyl-2,3-dihydro-1H-imidazol-1-yl)methyl)chroman-4-one ClC=1C=C(C[C@H]2COC3=C(C=C(C=C3C2=O)CN2C(N(C=C2)C)=N)C=2C(=NN(C2)CC)C(F)(F)F)C=CC1Cl